6-bromo-2-nitro-3-(trifluoromethyl)aniline BrC1=CC=C(C(=C1N)[N+](=O)[O-])C(F)(F)F